NC1=C2N=CN(C2=NC(=N1)Cl)[C@H]1[C@H]([C@@H]([C@H](O1)CO[C@@](C(=O)O)(CC1=CC=C(C=C1)C=1C(=NC=CC1)OC)C=1N=CSC1)O)F (S)-2-(((2R,3R,4S,5R)-5-(6-amino-2-chloro-9H-purin-9-yl)-4-fluoro-3-hydroxytetrahydrofuran-2-yl)methoxy)-3-(4-(2-methoxypyridin-3-yl)phenyl)-2-(thiazol-4-yl)propanoic acid